NC1=C(C=C(C=C1)NC(=O)C1=CC2=C(OCCC3=C2SC=C3)C=C1C=1C(=NC(=CC1)C(NCCC)=O)C(=O)OC)Br methyl 3-(9-((4-amino-3-bromophenyl)carbamoyl)-4,5-dihydrobenzo[b]thieno[2,3-d]oxepin-8-yl)-6-(propylcarbamoyl)picolinate